ethyl 4-(3-methoxy-2-methylphenyl)-3-(5-(2-methoxyethoxy)pyridin-2-yl)-1H-pyrrole-2-carboxylate COC=1C(=C(C=CC1)C=1C(=C(NC1)C(=O)OCC)C1=NC=C(C=C1)OCCOC)C